O=C1NC(CCC1N1C(C2=CC=C(C=C2C1)NC(=O)C=1C=C2C(=NC1)N(C=C2)C(C)C)=O)=O N-(2-(2,6-dioxopiperidin-3-yl)-1-oxoisoindolin-5-yl)-1-isopropyl-1H-pyrrolo[2,3-b]pyridine-5-carboxamide